COC=1C=C(C=CC1OC)C=1NC2=CC=C(C=C2C1CC)C1CCN(CC1)C(CNCC#N)=O 2-((2-(4-(2-(3,4-dimethoxyphenyl)-3-ethyl-1H-indol-5-yl)piperidin-1-yl)-2-oxoethyl)amino)acetonitrile